OCC(C)(O)C1=NC=CC(=C1)NC(=O)C1OC(C(C1)C)(C(F)(F)F)C N-(2-(1,2-dihydroxypropan-2-yl)pyridin-4-yl)-4,5-dimethyl-5-(trifluoromethyl)tetrahydrofuran-2-carboxamide